1,1,1,2,3,3,3-heptafluoropropane-2-sulfonate FC(C(C(F)(F)F)(S(=O)(=O)[O-])F)(F)F